benzo[b]triphenyleno[2,3-d]thiophen-6-yl trifluoromethanesulfonate FC(S(=O)(=O)OC=1C=CC=2C3=CC4=C(C5=C(S4)C=CC=C5)C=C3C=3C=CC=CC3C2C1)(F)F